3-((4-(4,4-dimethylcyclohexyl)phenyl)amino)cyclopentan-1-ol CC1(CCC(CC1)C1=CC=C(C=C1)NC1CC(CC1)O)C